C(#C)C1=CN=C2N1C=C(C=C2N2CCN(CC2)C(=O)N(C)C)S(NC2(CC2)C)(=O)=O 4-(3-ethynyl-6-(N-(1-methylcyclopropyl)sulfamoyl)imidazo[1,2-a]pyridin-8-yl)-N,N-dimethylpiperazine-1-carboxamide